tert-butyl 4-cyano-2,2-dimethylpiperidine-1-carboxylate C(#N)C1CC(N(CC1)C(=O)OC(C)(C)C)(C)C